FC(C(=O)O)(F)F.ClC1=NN(C=C1NC1=NC=C2C(=N1)N(C(N(C2)C2=CC=CC=C2)=O)C=2C=C(C=CC2F)NC(C=C)=O)C N-(3-(7-((3-chloro-1-methyl-1H-pyrazol-4-yl)amino)-2-oxo-3-phenyl-3,4-dihydropyrimido[4,5-d]pyrimidin-1(2H)-yl)-4-fluorophenyl)acrylamide trifluoroacetate salt